(2-(3-methylbenzylidene)hydrazinyl)-9H-purine CC=1C=C(C=NNC2=NC=C3N=CNC3=N2)C=CC1